ClC1=C(C=C(C=C1)F)[C@H]([C@@H](C)C=1N(C(C(=C(N1)C(=O)NC=1C=NOC1)O)=O)C)C=1C=NN(C1)CC(C)(C)O 2-((1R,2R)-1-(2-chloro-5-fluorophenyl)-1-(1-(2-hydroxy-2-methylpropyl)-1H-pyrazol-4-yl)propan-2-yl)-5-hydroxy-N-(isoxazol-4-yl)-1-methyl-6-oxo-1,6-dihydropyrimidine-4-carboxamide